ClCC=1C(=NC(=NC1C)COC1=NC=CC=N1)OC 5-(chloromethyl)-4-methoxy-6-methyl-2-((pyrimidin-2-yloxy)methyl)pyrimidine